ethyl 4-(6-hydroxy-5-methoxybenzo[B]thiophen-2-yl)-4-oxobutyrate OC=1C(=CC2=C(SC(=C2)C(CCC(=O)OCC)=O)C1)OC